4-(4-(3,8-diazabicyclo[3.2.1]octan-3-yl)-8-fluoro-2-(((S)-1-methylpyrrolidin-2-yl)methoxy)pyrido[4,3-d]pyrimidin-7-yl)-3-chloronaphthalen-2-ol tris(2,2,2-trifluoroacetate) FC(C(=O)O)(F)F.FC(C(=O)O)(F)F.FC(C(=O)O)(F)F.C12CN(CC(CC1)N2)C=2C1=C(N=C(N2)OC[C@H]2N(CCC2)C)C(=C(N=C1)C1=C(C(=CC2=CC=CC=C12)O)Cl)F